N=NC(=O)C=1NC=C2C=CC=CC12 iminoisoindole-3-carboxamide